O1C(CCCC1)N1N=CC(=N1)[Sn](CCCC)(CCCC)CCCC 2-(tetrahydro-2H-pyran-2-yl)-4-(tributylstannyl)-2H-1,2,3-triazole